C(C)(=O)O[C@@H]1C[C@@]2([C@@H](C[C@H]3[C@@H]4CC[C@H]([C@@H](CCCC(C)C)C)[C@]4(CC[C@@H]3[C@]2(CC1)C)C)NCCCCN)O 3β-acetoxy-5α-hydroxy-6β-(4-aminobutylamino)cholestane